Cl.Cl.Cl.C(C1=CN=CC=C1)#N nicotinonitrile 3HCl